benzyl N-[1-(5-methyl-1,3,4-oxadiazol-2-yl)cyclopropyl]carbamate CC1=NN=C(O1)C1(CC1)NC(OCC1=CC=CC=C1)=O